C(C=C)(=O)NC=1C=C(C=CC1)C=1C=CC=C2C=NC(=NC12)NC=1C=CC(=C(C(=O)N)C1)N1CCN(CC1)C 5-((8-(3-acrylamidophenyl)quinazolin-2-yl)amino)-2-(4-methylpiperazin-1-yl)benzamide